acrylamidopropyl-N,N-dimethylammonium C(C=C)(=O)NCCC[NH+](C)C